methyl 3-[2-[5-bromo-2-(8-chloro-4-methyl-3,4-dihydroquinazolin-2-yl)phenoxy]ethoxy]cyclobutanecarboxylate BrC=1C=CC(=C(OCCOC2CC(C2)C(=O)OC)C1)C1=NC2=C(C=CC=C2C(N1)C)Cl